2-amino-4-(butylamino)-6-(3-(diethylamino)propyl)pyrido[4,3-d]pyrimidin-5(6H)-one NC=1N=C(C2=C(N1)C=CN(C2=O)CCCN(CC)CC)NCCCC